COC=1C=C2C(=NC=NC2=CC1OC)N1CCC(CC1)CNC(=O)N 1-((1-(6,7-dimethoxyquinazolin-4-yl)piperidin-4-yl)methyl)urea